C(C)OC1=CC=CC2=C1OC=1CN(CCC12)CCCCOC1=CC2=C(OCC(N2)=O)C=C1 6-(4-(8-ethoxy-3,4-dihydrobenzofuro[2,3-c]pyridin-2(1H)-yl)butoxy)-2H-benzo[b][1,4]oxazin-3(4H)-one